ONC(\C=C\C1=C(C=CC=C1)N1CCN(CC1)C(CCC(F)(F)F)=O)=O (E)-N-hydroxy-3-(2-(4-(4,4,4-trifluorobutanoyl)piperazin-1-yl)phenyl)acrylamide